6-(((1S,2S,4S)-2-(ethyl-(methyl)amino)-4-(3-(trifluoromethyl)phenyl)-cyclohexyl)oxy)-2-methyl-N-(pyrimidin-4-yl)pyridine-3-sulfonamide C(C)N([C@@H]1[C@H](CC[C@@H](C1)C1=CC(=CC=C1)C(F)(F)F)OC1=CC=C(C(=N1)C)S(=O)(=O)NC1=NC=NC=C1)C